sodium methylsulfinate salt CS(=O)[O-].[Na+]